Ethyl 3-[4-(2-bromoacetyl)-4-(trideuteriomethyl)chroman-8-yl]propanoate BrCC(=O)C1(CCOC2=C(C=CC=C12)CCC(=O)OCC)C([2H])([2H])[2H]